6-chloro-[1,2,4]triazolo[1,5-a]pyridine ClC=1C=CC=2N(C1)N=CN2